Hydroxylysin N[C@@H](CC[C@@H](O)CN)C(=O)O